2-methoxy-3-(1-methyl-1H-pyrazol-3-yl)propionic acid COC(C(=O)O)CC1=NN(C=C1)C